FC1=C(C(=CC(=C1)C=1C(=NC=CC1)SC(C)C)F)N1CCN(CC1)CC(=O)O 2-[4-[2,6-difluoro-4-(2-isopropylsulfanyl-3-pyridyl)phenyl]piperazin-1-yl]acetic acid